cis-2-[[3-(3-bicyclo[3.1.0]hexanyloxymethyl)-4-(3-ethoxy-2-methyl-phenyl)phenyl]carbamoyl]cyclohexanecarboxylic acid C12CC(CC2C1)OCC=1C=C(C=CC1C1=C(C(=CC=C1)OCC)C)NC(=O)[C@@H]1[C@@H](CCCC1)C(=O)O